NC=1C=CC(=C2CN(C(C12)=O)C/C(/C#N)=C/C)C1=CC(=C(C(=C1)Cl)N)Cl (Z)-2-[[7-amino-4-(4-amino-3,5-dichloro-phenyl)-1-oxo-isoindolin-2-yl]methyl]but-2-enenitrile